C(C)(C)(C)OC(=O)N1CCC(=CC1)N1N=CC=2C=NC(=CC21)Cl.C(=O)(OC(C)(C)C)N2C[C@H](CC2)CO (S)-1-BOC-3-hydroxymethyl-pyrrolidine tert-butyl-4-(6-chloro-1H-pyrazolo[4,3-c]pyridin-1-yl)-3,6-dihydropyridine-1(2H)-carboxylate